cyclopropyl N-[(1S)-1-[[2-chloro-5-(1-isopropyl-6-oxo-3-pyridyl)phenyl]methyl]-2-[4-(4-methyl-1,2,4-triazol-3-yl)anilino]-2-oxo-ethyl]carbamate ClC1=C(C=C(C=C1)C1=CN(C(C=C1)=O)C(C)C)C[C@@H](C(=O)NC1=CC=C(C=C1)C1=NN=CN1C)NC(OC1CC1)=O